COC(C1=C(C=C(C=C1)CC(CN1CCN(CC1)C1=CC=C(C=C1)Br)O)C=O)=O 4-[3-[4-(4-bromophenyl)piperazin-1-yl]-2-hydroxy-propyl]-2-formyl-benzoic acid methyl ester